7-isopropoxy-N-(1-methyl-1H-pyrazol-3-yl)-2-(1-methyl-2-oxabicyclo[2.2.2]octan-4-yl)imidazo[1,2-a]pyrimidine-6-carboxamide C(C)(C)OC1=NC=2N(C=C1C(=O)NC1=NN(C=C1)C)C=C(N2)C21COC(CC2)(CC1)C